C[C@@H]1CNCCC1 (3S)-3-methylpiperidine